C(C(C(C(C(F)(F)Cl)(F)F)(F)F)(F)F)(C(C(C(F)(F)Cl)(F)F)(F)F)(F)F The molecule is an organofluorine compound that is perfluorooctane in which a fluorine from each of the terminal trifluoromethyl groups has been replaced by a chlorine. It has a role as a blood substitute. It is an organofluorine compound, an organochlorine compound and a haloalkane. It derives from a hydride of an octane.